Cl.COCC(COC)(N)C 1,3-dimethoxy-2-methylpropan-2-amine hydrochloride